2-oxo-1H-quinoline-4-carbaldehyde O=C1NC2=CC=CC=C2C(=C1)C=O